(R)-1-(3-(8-amino-1-(3-chloro-4-(pyridin-2-ylmethoxy)phenyl)imidazo[1,5-a]pyrazin-3-yl)piperidin-1-yl)prop-2-en-1-one NC=1C=2N(C=CN1)C(=NC2C2=CC(=C(C=C2)OCC2=NC=CC=C2)Cl)[C@H]2CN(CCC2)C(C=C)=O